FC(C(=O)O)(F)F.BrC=1C=CC=2N(C1)C(=NC2)C(=O)NN 6-bromoimidazo[1,5-a]pyridine-3-carbohydrazide trifluoroacetate salt